2,6-Cresotic acid C=1(C(=CC=CC1C)O)C(=O)O